C1=NC(=CC2=C1CCC2)CN2N=C1N(CCCC1)C2=O (5S)-2-(6,7-Dihydro-5H-cyclopenta[c]pyridin-3-ylmethyl)-3-oxo-2,3,5,6,7,8-hexahydro[1,2,4]triazolo[4,3-a]pyridin